COCC(=O)NC1=NC=CC(=C1)C1=NC(=NC=C1)NC=1C=NN(C1)C 2-methoxy-N-(4-(2-((1-methyl-1H-pyrazol-4-yl)amino)pyrimidin-4-yl)pyridin-2-yl)acetamide